8-bromo-3-(2,2,2-trifluoroethyl)indolizine-2-carbaldehyde BrC1=CC=CN2C(=C(C=C12)C=O)CC(F)(F)F